Benzyl 4-(3-ethoxy-2-[2-(oxan-4-yl)ethyl]-3-oxopropanoyl)piperidine-1-carboxylate C(C)OC(C(C(=O)C1CCN(CC1)C(=O)OCC1=CC=CC=C1)CCC1CCOCC1)=O